4-(((3S,4R,5R,6R)-6-(((tert-butyldiphenylsilyl)oxy)methyl)-4,5-dihydroxytetrahydro-2H-pyran-3-yl)amino)-6-methoxypyrimidine-2-carbonitrile [Si](C1=CC=CC=C1)(C1=CC=CC=C1)(C(C)(C)C)OC[C@@H]1[C@@H]([C@@H]([C@H](CO1)NC1=NC(=NC(=C1)OC)C#N)O)O